C(C=CC1=CC=CC=C1)(=O)OOC(C=CC1=CC=CC=C1)=O biscinnamoyl peroxide